7-azabicyclo[2.2.1]hept-2-yl-carbamate hydrochloride Cl.C12C(CC(CC1)N2)NC(O)=O